1-(3-pyridinyl)-2-thiourea N1=CC(=CC=C1)NC(=S)N